3-Fluoro-4-(7-hydroxy-5,5-dimethyl-3-oxo-3,5-dihydrodibenzo[b,e]silin-10-yl)benzaldehyde FC=1C=C(C=O)C=CC1C1=C2C([Si](C3=C1C=CC(=C3)O)(C)C)=CC(C=C2)=O